ClC=1C=CC(=C(C1)C1=NC(=NO1)C1CC12CCN(CC2)S(=O)(=O)C)OC 1-[5-(5-Chloro-2-methoxyphenyl)-1,2,4-oxadiazol-3-yl]-6-(methylsulfonyl)-6-azaspiro[2.5]octane